(E)-ethyl 3-(4-bromo-2-iodo-6-nitrophenyl)-2-(cyanomethyl)acrylate BrC1=CC(=C(C(=C1)[N+](=O)[O-])/C=C(/C(=O)OCC)\CC#N)I